4-bromo-1,3-benzenediol BrC1=C(C=C(C=C1)O)O